C(C)(C)(C)OC(=O)N1CC(C1)(C1=NC(=CC=C1)CO)F 3-fluoro-3-(6-(hydroxymethyl)pyridin-2-yl)azetidine-1-carboxylic acid tert-butyl ester